FC(C(Cl)(Br)Br)(F)F trifluoro-dibromo-chloroethane